N-(2-chloro-6-methoxyphenyl)-4-(cyclopropylamino)-2-((4-(4-methylpiperazin-1-yl)phenyl)amino)pyrimidine-5-carboxamide ClC1=C(C(=CC=C1)OC)NC(=O)C=1C(=NC(=NC1)NC1=CC=C(C=C1)N1CCN(CC1)C)NC1CC1